2-Oxoadipic acid O=C(C(=O)O)CCCC(=O)O